5-[1-(2-Cyclopropyl-6-fluoro-phenyl)-piperidin-4-yl]-2-methyl-7-(2-trifluoromethyl-benzyl)-2,4,5,7-tetrahydro-pyrazolo[3,4-d]pyrimidin-6-on C1(CC1)C1=C(C(=CC=C1)F)N1CCC(CC1)N1C(N(C=2C(C1)=CN(N2)C)CC2=C(C=CC=C2)C(F)(F)F)=O